(S,E)-N-(1-cyclopropyl-3-(methylsulfonyl)allyl)-2-(methyl(2,2,2-trifluoroethyl)amino)-4-phenoxypyrimidine-5-carboxamide C1(CC1)[C@@H](\C=C\S(=O)(=O)C)NC(=O)C=1C(=NC(=NC1)N(CC(F)(F)F)C)OC1=CC=CC=C1